N[C@H](CC1=C(C=2N=NC=C(C2S1)NCC=1SC=CC1)C1CC1)C 6-[(2S)-2-aminopropyl]-7-cyclopropyl-N-[(thiophen-2-yl)methyl]thieno[3,2-c]pyridazin-4-amine